FC1=CC(=CC=C1)[N+](=O)[O-] 1-fluoro-3-nitrobenzene